chromium magnesium salt [Mg].[Cr]